(R)-1-tert-butyloxycarbonyl-3-hydroxypiperidine C(C)(C)(C)OC(=O)N1C[C@@H](CCC1)O